N-(((9H-fluoren-9-yl)methoxy)carbonyl)-N-isopentylglycine C1=CC=CC=2C3=CC=CC=C3C(C12)COC(=O)N(CC(=O)O)CCC(C)C